CC1=CC(=NN1CC(C)O)C1=NC(=NC=C1)C1=NNC2=CC=C(C=C12)OC(C)C 1-(5-methyl-3-{2-[5-(propan-2-yloxy)-1H-indazol-3-yl]pyrimidin-4-yl}-1H-pyrazole-1-yl)propan-2-ol